[trans-4-[(3S)-3-(2-pyridyl)isoxazolidine-2-carbonyl]cyclohexyl]methyl-4-nitrobenzenesulfonate N1=C(C=CC=C1)[C@H]1N(OCC1)C(=O)[C@@H]1CC[C@H](CC1)COS(=O)(=O)C1=CC=C(C=C1)[N+](=O)[O-]